2-chloro-4-fluoro-5-((1-methyl-1H-1,2,4-triazol-3-yl)ethynyl)pyridine ClC1=NC=C(C(=C1)F)C#CC1=NN(C=N1)C